O-(methylamino)phenol CNOC1=CC=CC=C1